COC1(CCC(CC1)CNC1=C(C=C(C=C1)S(=O)(=O)N)[N+](=O)[O-])C 4-((((1s,4s)-4-methoxy-4-methylcyclohexyl)methyl)amino)-3-nitrobenzenesulfonamide